(S)-N-(isoquinolin-6-yl)-2-((2-nitrophenyl)sulfonyl)-16-phenyl-5,8,11-trioxa-2,14-diazaheptadecane-17-amide C1=NC=CC2=CC(=CC=C12)NC([C@H](CNCCOCCOCCOCCN(C)S(=O)(=O)C1=C(C=CC=C1)[N+](=O)[O-])C1=CC=CC=C1)=O